C(C1=CC=CC=C1)OC(=O)N[C@@H](C(=O)OCC1=CC=CC=C1)CNC(C1=CC(=CC=C1)CCCC)=O (R)-benzyl 2-(((benzyloxy)carbonyl)amino)-3-(3-butylbenzamido)propanoate